S(ON1[C@@H]2CC[C@H](N(C1=O)C2)C(C=2SC=CN2)(F)F)(O)(=O)=O (2s,5r)-2-[difluoro (1,3-thiazol-2-yl) methyl]-7-oxo-1,6-diazabicyclo[3.2.1]oct-6-yl bisulfate